methyl (2R)-1-(5-((3-fluorophenyl)ethynyl)-2,3-dihydro-1H-inden-1-yl)piperidine-2-carboxylate FC=1C=C(C=CC1)C#CC=1C=C2CCC(C2=CC1)N1[C@H](CCCC1)C(=O)OC